((4-chlorobenzyl)oxy)-5-(5-(trifluoromethyl)-1H-pyrazol-3-yl)-4-(2-(trimethylsilyl)ethoxy)pyrimidine ClC1=CC=C(COC2=NC=C(C(=N2)OCC[Si](C)(C)C)C2=NNC(=C2)C(F)(F)F)C=C1